CC1=C2C=CNC2=CC=C1OC=1C=C(C=CC1)C1=NN(C=C1)C(C)C=1C=C(C=CC1)CCC(=O)O 3-(3-(1-(3-(3-((4-methyl-1H-indol-5-yl)oxy)phenyl)-1H-pyrazol-1-yl)ethyl)phenyl)propanoic acid